(E)-N-(4-(4-(benzyloxy)anilino)-3-cyano-7-ethoxyquinolin-6-yl)phenylpropenamide C(C1=CC=CC=C1)OC1=CC=C(NC2=C(C=NC3=CC(=C(C=C23)NC(C(=C)C2=CC=CC=C2)=O)OCC)C#N)C=C1